rac-(5aR,6S,7S,8R,8aS)-5a-(4-bromophenyl)-3-chloro-7-((dimethylamino)methyl)-6-phenyl-5a,6,7,8-tetrahydro-8aH-cyclopenta[4,5]furo[3,2-b]pyridine-8,8a-diol BrC1=CC=C(C=C1)[C@]12[C@](C3=NC=C(C=C3O1)Cl)([C@@H]([C@@H]([C@H]2C2=CC=CC=C2)CN(C)C)O)O |r|